5-(4-((3-ethyl-2,4-dioxo-1,2,3,4-tetrahydrothieno[3,2-d]pyrimidin-6-yl)methyl)piperazin-1-yl)-N-methylpicolinamide C(C)N1C(NC2=C(C1=O)SC(=C2)CN2CCN(CC2)C=2C=CC(=NC2)C(=O)NC)=O